N-(7-fluoro-2-methyl-2H-indazol-5-yl)-2-(methylthio)-4-propoxypyrimidine-5-carboxamide FC1=CC(=CC2=CN(N=C12)C)NC(=O)C=1C(=NC(=NC1)SC)OCCC